CC(C#N)(C)C1=C2C(=NC(=C1)N1[C@@H](COCC1)C)C(=NN2C)C2=NN(C=C2)C2OCCCC2 2-methyl-2-(1-methyl-5-((R)-3-methylmorpholinyl)-3-(1-(tetrahydro-2H-pyran-2-yl)-1H-pyrazol-3-yl)-1H-pyrazolo[4,3-b]pyridin-7-yl)propionitrile